O=C1C(=C(N=C2N1C=CC(=C2)C(=O)N)C(F)(F)F)C2=CC=C(C=C2)OCC(F)(F)F 4-oxo-3-(4-(2,2,2-trifluoroethoxy)phenyl)-2-(trifluoromethyl)-4H-pyrido[1,2-a]pyrimidine-8-carboxamide